[Si](C)(C)(C(C)(C)C)O[C@@H]1C[C@H](NC1)C=1NC2=C(N1)C(=C1C(=C2F)CC(C1)C(=O)OC)F methyl 2-[(2S,4R)-4-[tert-butyl(dimethyl)silyl]oxypyrrolidin-2-yl]-4,8-difluoro-3,5,6,7-tetrahydrocyclopenta[f]benzimidazole-6-carboxylate